[N+](=[N-])=CC(CC[C@@H](C(=O)OCOCC)NC([C@@H](C)OC)=O)=O ethoxymethyl (S)-6-diazo-2-((R)-2-methoxypropanamido)-5-oxohexanoate